C1(=CC=CC2=CC=CC=C12)SC1=CC=CC=C1 1-naphthylphenyl sulfide